O1CNC=C1 2,3-dihydro-oxazole